C(C)S(=O)(=O)N1C=CC2=C(C=CC=C12)C1=CC(=C2NC(C=3N(C2=C1C)C(=NN3)C)(C)C)F 8-[1-(ethylsulfonyl)-1H-indol-4-yl]-6-fluoro-1,4,4,9-tetramethyl-5H-[1,2,4]triazolo[4,3-a]quinoxaline